1-t-butoxycarbonyl-2,5-dihydro-1H-pyrrole-3-boronic acid C(C)(C)(C)OC(=O)N1CC(=CC1)B(O)O